N1,N2-dimethyl-N1-(4-(4-methyl-3-(morpholinosulfonyl)phenyl)pyridin-2-yl)ethane-1,2-diamine CN(CCNC)C1=NC=CC(=C1)C1=CC(=C(C=C1)C)S(=O)(=O)N1CCOCC1